ClC1=CC(=C(CN(C(=O)[C@H]2N(CCC2)[S@](=O)(=NC)C2=CC=C(C=C2)C)C2CCC3(CC3(F)F)CC2)C=C1)F (2S)-N-(4-chloro-2-fluorobenzyl)-N-(1,1-difluorospiro[2.5]octan-6-yl)-1-((R)-N,4-dimethylphenylsulfonimidoyl)pyrrolidine-2-carboxamide